2-[[2-[4-[2-[[2-[2-[2-[2-[2-(4-amino-3-methoxy-pyrazol-1-yl)ethoxy]ethoxy]ethoxy]ethoxy]ethoxy]ethoxy]ethylsulfamoyl]anilino]-5-bromo-pyrimidin-4-yl]amino]-6-fluoro-benzamide NC=1C(=NN(C1)CCOCCOCCOCCOCCOCCOCCNS(=O)(=O)C1=CC=C(NC2=NC=C(C(=N2)NC2=C(C(=O)N)C(=CC=C2)F)Br)C=C1)OC